di(dimethylaminophenyl)silanolate CN(C)C1=C(C=CC=C1)[SiH]([O-])C1=C(C=CC=C1)N(C)C